3-(4-amino-2-oxo-7-(trifluoromethyl)pyrido[2,3-d]pyrimidin-1(2H)-yl)-2-methylbenzonitrile NC=1C2=C(N(C(N1)=O)C=1C(=C(C#N)C=CC1)C)N=C(C=C2)C(F)(F)F